(S)-2-(2,6-dioxopiperidin-3-yl)-4-((2-fluoro-4-((3-morpholinoazetidin-1-yl)methyl)benzyl)amino)isoindoline-1,3-dione bis-besylate salt S(=O)(=O)(O)C1=CC=CC=C1.S(=O)(=O)(O)C1=CC=CC=C1.O=C1NC(CC[C@@H]1N1C(C2=CC=CC(=C2C1=O)NCC1=C(C=C(C=C1)CN1CC(C1)N1CCOCC1)F)=O)=O